C(C)(C)C=1C(=NC(=CC1)C(F)(F)F)N 3-isopropyl-6-(trifluoromethyl)pyridin-2-amine